C1(=CC=CC=C1)C1OC2=C(C(N1O)C1=CC=C(C=C1)C)C=CC=C2 2-phenyl-4-(p-tolyl)-2H-benzo[e][1,3]oxazin-3(4H)-ol